C(#N)C1=CC=C(CCN[C@H](C(=O)NC2=NC=C(C=C2)N2CCN(C(CC2)=O)C)C2=CC=CC=C2)C=C1 |r| (S)- and (R)-2-((4-cyanophenethyl)amino)-N-(5-(4-methyl-5-oxo-1,4-diazepan-1-yl)pyridin-2-yl)-2-phenyl-acetamide